OC(CC=O)(CC)O 3-hydroxy-3-hydroxypentaldehyde